tert-butyl 4-[4-methyl-3-[2-(3-methylpyrrolo[3,2-b]pyridin-1-yl) propanoylamino]phenyl]piperazine-1-carboxylate CC1=C(C=C(C=C1)N1CCN(CC1)C(=O)OC(C)(C)C)NC(C(C)N1C=C(C2=NC=CC=C21)C)=O